CC1=C(O)C=CC(=C1O)C 2,4-dimethylresorcinol